N[C@@H](C)C1=NC(=NN1C=1SC(=CN1)C(=O)N(C)C)C1CC1 2-[5-[(1S)-1-aminoethyl]-3-cyclopropyl-1,2,4-triazol-1-yl]-N,N-dimethyl-thiazole-5-carboxamide